2-((6-methylpyridin-2-yl)methyl)-6-((1-(oxetan-3-yl)-1H-pyrazol-4-yl)sulfonyl)phthalazin-1(2H)-one CC1=CC=CC(=N1)CN1C(C2=CC=C(C=C2C=N1)S(=O)(=O)C=1C=NN(C1)C1COC1)=O